(R)-2-((1-(2-cyano-7-methyl-3-(1-methyl-2-oxo-1,2-dihydropyridin-4-yl)quinolin-5-yl)ethyl)amino)benzoic acid C(#N)C1=NC2=CC(=CC(=C2C=C1C1=CC(N(C=C1)C)=O)[C@@H](C)NC1=C(C(=O)O)C=CC=C1)C